2-[cyclopropyl-(difluoro)methyl]-4-phenoxy-pyrimidine-5-carboxylic acid C1(CC1)C(C1=NC=C(C(=N1)OC1=CC=CC=C1)C(=O)O)(F)F